COCCO[Al]OCCOC bis(2-methoxy-ethoxy)-aluminum